4'-chloro-10'-((4-oxocyclohexyl)methyl)-5'H-spiro[cyclohexane-1,7'-indolo[1,2-a]quinazolin]-5'-one ClC=1C=2C(N=C3N(C2C=CC1)C1=CC(=CC=C1C31CCCCC1)CC1CCC(CC1)=O)=O